COC(=O)C1=CC2=CN(N=C2C=C1OC)C1CCC2(COCC(N2C)=O)CC1 6-methoxy-2-(1-methyl-2-oxo-4-oxa-1-azaspiro[5.5]undecan-9-yl)-2H-indazole-5-carboxylic acid methyl ester